CC(CC[C@@H](C(=O)O)NC1=NC=CN=C1)(C)C (S)-5,5-dimethyl-2-(2-pyrazinylamino)hexanoic acid